FC1=CC=C(C=C1)[C@@H]1CC[C@H]2OC3(C(N21)=O)CC(C3)OC3=CC(=NC=N3)C#N 6-(((5'S,7a'R)-5'-(4-fluorophenyl)-3'-oxotetrahydro-3'H-spiro[cyclobutane-1,2'-pyrrolo[2,1-b]oxazol]-3-yl)oxy)pyrimidine-4-carbonitrile